FC=1C=C(C=CC1F)NC(C1=CC=CC=C1)=O N-(3,4-difluorophenyl)benzamide